ferric β-hydroxypropionate OCCC(=O)[O-].[Fe+3].OCCC(=O)[O-].OCCC(=O)[O-]